C(C)C(COP(=O)(OCC(CCCC)CC)O)CCCC.C(CCCCC)C(CCCCCCCCCCCCCP)(CCCCCC)CCCCCC trihexyl-tetradecylphosphine bis(2-ethylhexyl)phosphate